1-butyryl-N-(naphthalen-2-ylmethyl)-4-(phenylsulfonyl)piperazine-2-carboxamide C(CCC)(=O)N1C(CN(CC1)S(=O)(=O)C1=CC=CC=C1)C(=O)NCC1=CC2=CC=CC=C2C=C1